C(C)OC1=NC=CC=C1C1=NC=2CN(CC3(CCN(CC3)C3=NC=CC=C3C(F)(F)F)C2C=C1)C[C@@H]1NCCC1 2-(2-ethoxypyridin-3-yl)-7-[[(2R)-pyrrolidin-2-yl]methyl]-1'-[3-(trifluoromethyl)pyridin-2-yl]spiro[6,8-dihydro-1,7-naphthyridine-5,4'-piperidine]